2-(naphthalen-2-yl)-4(s)-(4-fluorophenyl)-1H-imidazol C1=C(C=CC2=CC=CC=C12)C=1NC=C(N1)C1=CC=C(C=C1)F